C(C)(C)N1N=CC(=C1)C1=NC(=NC=C1C)NC=1C=C2C=CN(C2=CC1)S(=O)(=O)C1=CC2=CC(N=C2C=C1)=O 5-((5-((4-(1-isopropyl-1H-pyrazol-4-yl)-5-methylpyrimidin-2-yl)amino)indol-1-yl)sulfonyl)indol-2-one